ClCCC(=C(C1=CC=C(C=C1)O)C1=CC=C(C=C1)N1CCC(CC1)CN1C2CN(C(C1)C2)C=2C=C1C(N(C(C1=CC2)=O)C2C(NC(CC2)=O)=O)=O)C2=CC=CC=C2 5-(5-((1-(4-(4-chloro-1-(4-hydroxyphenyl)-2-phenylbut-1-en-1-yl)phenyl)piperidin-4-yl)methyl)-2,5-diazabicyclo[2.2.1]heptan-2-yl)-2-(2,6-dioxopiperidin-3-yl)isoindoline-1,3-dione